[Cl-].[Cl-].CC=1C(C=C(C1)C)[Si](C)(C)[Zr+2]C1C(=CC2=C(C=CC=C12)C1=CC=C(C=C1)C(C)(C)C)C 2,4-dimethylcyclopentadienyl-dimethylsilyl-2-methyl-4-(4'-t-butylphenyl)indenyl-zirconium dichloride